N-methoxy-4-((2-(oxetan-3-yloxy)phenyl)amino)nicotinamide CONC(C1=CN=CC=C1NC1=C(C=CC=C1)OC1COC1)=O